N-(2-carboxyethyl)-N-dodecyl-beta-alanine monosodium salt [Na+].C(=O)([O-])CCN(CCC(=O)O)CCCCCCCCCCCC